ClC1=CC=C2C(=C1)NC(C21CCN(CC1)CCOC1=CC2=C(N(C=N2)C2CC(C2)(C)O)C(=C1)C(F)(F)F)=O 6-chloro-1'-{2-[1-(3-hydroxy-3-methylcyclobutyl)-7-(trifluoromethyl)-1H-1,3-benzimidazol-5-yloxy]ethyl}spiro[indoline-3,4'-piperidin]-2-one